2,7-dibromo-4-[5-fluoro-8-methyl-2-[4-(4-methylpiperazin-1-yl)anilino]-7-oxo-pyrido[2,3-d]pyrimidin-6-yl]-8-methyl-2,3-dihydroquinoxaline-1-carboxylic acid tert-butyl ester C(C)(C)(C)OC(=O)N1C(CN(C2=CC=C(C(=C12)C)Br)C1=C(C2=C(N=C(N=C2)NC2=CC=C(C=C2)N2CCN(CC2)C)N(C1=O)C)F)Br